FC1=C(OCC2=C(C=CC=C2)N2C(NC(CC2)=O)=O)C(=CC=C1F)C=1N=C(SC1)N1CCOCC1 1-(2-((2,3-difluoro-6-(2-morpholinothiazol-4-yl)phenoxy)methyl)phenyl)dihydropyrimidine-2,4(1H,3H)-dione